N-((2,5-difluorophenyl)sulfonyl)-5,5-diphenyl-4,5-dihydroisoxazole-3-carboxamide FC1=C(C=C(C=C1)F)S(=O)(=O)NC(=O)C1=NOC(C1)(C1=CC=CC=C1)C1=CC=CC=C1